4-(n-butyl)styrene C(CCC)C1=CC=C(C=C)C=C1